C(CCCCCCCCCCC)C1=CC=C(C=C1)S(=O)(=O)[O-].[NH4+].S(N)(=O)(=O)C=1C=C(C=CC1)NC(CC1=CC=C(C=C1)C1=CC=2N(C=C1)N=CN2)=O N-(3-Sulfamoylphenyl)-2-[4-([1,2,4]triazolo[1,5-a]pyridin-7-yl)phenyl]acetamide ammonium p-dodecylbenzenesulphonate